(S)-5-(5-(cyclopropylcarbamoyl)-2-methylphenyl)-2-((1-hydroxypropan-2-yl)amino)-N,N-dimethylnicotinamide C1(CC1)NC(=O)C=1C=CC(=C(C1)C=1C=NC(=C(C(=O)N(C)C)C1)N[C@H](CO)C)C